CC(C(=O)OCC(F)(F)F)(C)C1C2(CC2)C(=NN1C1=CC=CC=C1)C1=CC2=CC=CC=C2C=C1 2,2,2-Trifluoroethyl 2-methyl-2-(7-(naphthalen-2-yl)-5-phenyl-5,6-diazaspiro[2.4]hept-6-en-4-yl)propanoate